NC=1C=C(/C=C/C2=CC=3C(C4=CC=CC=C4C(C3C=C2)=O)=O)C=CC1 (E)-2-(3-aminostyryl)-9,10-anthraquinone